C(C)(C)(C)OC(=O)N1C2CN(CC1C2)C2=NC=C(C=C2)C=2C=1N(C=C(N2)Cl)N=CC1C#N.BrC1=C(C(=CC=C1)F)[Si](C)(C)C (2-bromo-6-fluorophenyl)(trimethyl)silane tert-butyl-3-[5-(6-chloro-3-cyano-pyrazolo[1,5-a]pyrazin-4-yl)-2-pyridyl]-3,6-diazabicyclo[3.1.1]heptane-6-carboxylate